8-bromooctanoic acid tert-butyl ester C(C)(C)(C)OC(CCCCCCCBr)=O